tert-butyl 2-(6-(2-methoxyethoxy)pyridin-2-yl)-1-oxo-2,8-diazaspiro[4.5]decane-8-carboxylate COCCOC1=CC=CC(=N1)N1C(C2(CC1)CCN(CC2)C(=O)OC(C)(C)C)=O